Para-aminobenzyl alcohol NC1=CC=C(CO)C=C1